3-[2,7-dichloro-8-fluoro-5-(methoxymethyl)pyrido[4,3-d]pyrimidin-4-yl]-3,8-diazabicyclo[3.2.1]octane ClC=1N=C(C2=C(N1)C(=C(N=C2COC)Cl)F)N2CC1CCC(C2)N1